(E)-4-(8-aminooctoxy)-1-[(3R)-3-[4-amino-3-(4-phenoxyphenyl)pyrazolo[3,4-d]pyrimidin-1-yl]-1-piperidyl]but-2-en-1-one NCCCCCCCCOC/C=C/C(=O)N1C[C@@H](CCC1)N1N=C(C=2C1=NC=NC2N)C2=CC=C(C=C2)OC2=CC=CC=C2